BrC=1C=C(C(=NC1)N1CC(C1)N(C)CCOC)NS(=O)(=O)C N-(5-Bromo-2-(3-((2-methoxyethyl)(methyl)amino)azetidin-1-yl)pyridin-3-yl)methanesulfonamide